ClC=1C(=CC=2C3=C(C=4N(C2C1)C(=NN4)C)CN([C@H]3C)C(COC)=O)OC (S)-1-(6-chloro-7-methoxy-3,9-dimethyl-9,11-dihydro-10H-pyrrolo[3,4-c][1,2,4]triazolo[4,3-a]quinolin-10-yl)-2-methoxyethan-1-one